O\N=C/1\C(\NC2=CC=CC=C12)=C/1\C(NC2=CC(=CC=C12)\C=C\C1=CC=CC=C1)=O (2Z,3E)-3-(hydroxyimino)-6'-((E)-styryl)-[2,3'-biindolinylidene]-2'-one